C(#N)[C@H]1N([C@H]2C[C@H]2C1)C(CNC(=O)C1=CC=NC2=CC=C(C=C12)C1CC1)=O N-(2-((1s,3s,5s)-3-cyano-2-azabicyclo[3.1.0]hex-2-yl)-2-oxoethyl)-6-cyclopropylquinoline-4-carboxamide